CC=1N=C(C2=CC=CC=C2C1)CN1C(=O)N(C=2N=C(N(C2C1=O)CC#CC)N1C[C@@H](CCC1)N)C 1-[(3-methylisoquinolin-1-yl)methyl]-3-methyl-7-(2-butyn-1-yl)-8-((R)-3-aminopiperidin-1-yl)-xanthine